S1C=NC2=C1C=C(C=C2)NC2=NC=NC1=CC(=CC(=C21)O[C@H]2[C@@H](COC2)O)C=2C(=NN(C2)C)OC (3R,4R)-4-((4-(benzo[d]thiazol-6-ylamino)-7-(3-methoxy-1-methyl-1H-pyrazol-4-yl)quinazolin-5-yl)oxy)tetrahydrofuran-3-ol